COC(=O)C=1C=CC2=C(N(C(=N2)CCl)C[C@H]2OCC2)C1 (S)-2-(chloromethyl)-1-(oxetane-2-ylmethyl)-1H-benzo[d]Imidazole-6-carboxylic acid methyl ester